[Si](C1=CC=CC=C1)(C1=CC=CC=C1)(C(C)(C)C)O[C@@H]1[C@](COC1)(C)N1CCC(CC1)N |r| 1-[rac-(3R,4R)-4-[tert-butyl(diphenyl)silyl]oxy-3-methyl-tetrahydrofuran-3-yl]piperidin-4-amine